N-(6-bromo-2,3-dihydro-1-benzofuran-3-yl)-1-methyl-1H-pyrazole-5-carboxamide BrC1=CC2=C(C(CO2)NC(=O)C2=CC=NN2C)C=C1